(R)-6-bromo-N-(3,3-difluoro-1-(methylsulfonyl)piperidin-4-yl)-5-fluoro-7-isopropylpyrrolo[2,1-f][1,2,4]triazin-2-amine BrC=1C(=C2C=NC(=NN2C1C(C)C)N[C@H]1C(CN(CC1)S(=O)(=O)C)(F)F)F